2-(piperidin-4-yl)ethane-1-amine N1CCC(CC1)CCN